N1CC(C1)N1CCN(CC1)C1=CC=C(C=C1)[N+](=O)[O-] 1-(azetidin-3-yl)-4-(4-nitrophenyl)piperazine